(imidazo[1,2-a]pyridine-3-carbonyl)-4,5,6,7-tetrahydrothieno[2,3-c]pyridine-3-carboxamide N=1C=C(N2C1C=CC=C2)C(=O)C2=C(C1=C(CNCC1)S2)C(=O)N